(S)-3-(2-((1-(4-methoxybenzyl)-6-oxo-5-(trifluoromethyl)-1,6-dihydropyridazin-4-yl)amino)propoxy)propionaldehyde COC1=CC=C(CN2N=CC(=C(C2=O)C(F)(F)F)N[C@H](COCCC=O)C)C=C1